tert-butyl N-cyclopropyl-N-(1-quinazolin-5-yl-4-piperidyl)carbamate C1(CC1)N(C(OC(C)(C)C)=O)C1CCN(CC1)C1=C2C=NC=NC2=CC=C1